7-bromo-2-cyclopropyl-6-methoxy-3-(trifluoromethyl)-1-((2-(trimethylsilyl)ethoxy)methyl)-1H-pyrrolo[3,2-c]pyridine BrC=1C2=C(C=NC1OC)C(=C(N2COCC[Si](C)(C)C)C2CC2)C(F)(F)F